FC1(C[C@]12CN1C(OC2)=C(C(=N1)C1=CC=C(C=C1)F)C1=C2C(=NC=C1)NN=C2C)F (R)-2,2-Difluoro-2'-(4-fluorophenyl)-3'-(3-methyl-1H-pyrazolo[3,4-b]pyridin-4-yl)-5'H,7'H-spiro[cyclopropane-1,6'-pyrazolo[5,1-b][1,3]oxazine]